(P)-1-(6-(4-(5-chloro-1,6-dimethyl-1H-indazol-7-yl)-3,7,7-trimethyl-7,8-dihydro-5H-pyrano[4,3-b]pyridin-2-yl)-2,6-diazaspiro[3.4]octan-2-yl)-2-propen-1-one ClC=1C=C2C=NN(C2=C(C1C)C1=C2C(=NC(=C1C)N1CC3(CN(C3)C(C=C)=O)CC1)CC(OC2)(C)C)C